6-fluoro-5-(4-fluoro-3-(1-(tetrahydro-2H-pyran-2-yl)-1H-pyrazol-3-yl)phenoxy)-4-vinyl-1H-indole FC1=C(C(=C2C=CNC2=C1)C=C)OC1=CC(=C(C=C1)F)C1=NN(C=C1)C1OCCCC1